N[C@H]1[C@@H](O)O[C@@H]([C@H]([C@@H]1OCC1=CC=CC=C1)OCC1=CC=CC=C1)CO (2-amino-3,4-di-O-benzyl-2-deoxy-α-D-glucopyranose)